N1=C(NC2=C1C=CC=C2)CCS 2-(2-benzimidazolyl)ethanethiol